3-((2-(2-aminoethyl)pyridin-4-yl)amino)-6-ethyl-5-isobutylpyrazine-2-carboxamide NCCC1=NC=CC(=C1)NC=1C(=NC(=C(N1)CC(C)C)CC)C(=O)N